o-chlorophenol ClC1=C(C=CC=C1)O